C(C)S(=O)(=O)C1=CC=C(C=C1)C(CO)C1=NC2=C(N1)C=C(C(=C2)C2=C(C=CC=C2)OC(F)(F)F)F 2-(4-(ethylsulfonyl)phenyl)-2-(6-fluoro-5-(2-(trifluoromethoxy)phenyl)-1H-benzo[d]imidazol-2-yl)ethanol